C(C)C1(NC(N(C(C1)=O)[C@@H]1CCOC2=CC=C(C=C12)C(=O)N[C@H]1[C@@H](COC2=CC=CC=C12)OC)=N)CC (4R)-4-(4,4-diethyl-2-imino-6-oxo-hexahydropyrimidin-1-yl)-N-[(3S,4R)-3-methoxychroman-4-yl]chromane-6-carboxamide